ClC1=NC=C(C(=N1)NC=1C(=C2N=CC=NC2=CC1)N(S(=O)(=O)C)COCC[Si](C)(C)C)C(F)(F)F N-[6-[[2-chloro-5-(trifluoromethyl)pyrimidin-4-yl]amino]quinoxalin-5-yl]-N-(2-trimethylsilylethoxymethyl)methanesulfonamide